C(#N)C=1C=C(C=CC1OC(C)C)C1=CNC2=NC=CC(=C21)OC2=C(C=C(NC=1OC[C@@](N1)(C(=O)N)CO)C=C2F)F |r| (+/-)-2-{4-[(3-{3-cyano-4-[(propan-2-yl)oxy]phenyl}-1H-pyrrolo[2,3-b]pyridin-4-yl)oxy]-3,5-difluoroanilino}-4-(hydroxymethyl)-4,5-dihydro-1,3-oxazole-4-carboxamide